sodium diethanol C(C)O.C(C)O.[Na]